FC1=CC(=C(C(=C1)C(C)C)[N-]C1=NC(=NN1COCC[Si](C)(C)C)S(=O)[O-])C1=CC(=NC=C1)F.[Na+].[Na+] di-sodium (4-fluoro-2-(2-fluoropyridin-4-yl)-6-isopropyl-phenyl)(3-sulfinato-1-((2-(trimethylsilyl)ethoxy)methyl)-1H-1,2,4-triazol-5-yl)amide